C(C)(=O)N1CC(C1)NC=1C=C(C(=O)NC[C@@H](O)[C@H]2N(CC3=CC(=CC=C3C2)OCC2=C(N=CO2)C)C(=O)OC(C)(C)C)C=C(C1)N1CCCCC1 tert-butyl (3S)-3-[(1R)-2-[[3-[(1-acetylazetidin-3-yl)amino]-5-(1-piperidyl)benzoyl]amino]-1-hydroxy-ethyl]-7-[(4-methyloxazol-5-yl)methoxy]-3,4-dihydro-1H-isoquinoline-2-carboxylate